NC1=C2C(NC(C2=CC=C1)=O)OC 4-amino-3-methoxyisoindolin-1-one